C(#N)CNC(=O)NC1CCC(CC1)N(C=1C2=C(N=CN1)NC=C2)C 1-(cyanomethyl)-3-((1r,4r)-4-(methyl(7H-pyrrolo[2,3-d]pyrimidin-4-yl)amino)cyclohexyl)urea